OC(C1=C(C=C(C=C1)OC)NS(=O)(=O)C1=CC=C(C=C1)C)C1=CC=CC=C1 N-(2-(hydroxy(phenyl)methyl)-5-methoxyphenyl)-4-methylbenzenesulfonamide